indium-gallium phosphate P(=O)([O-])([O-])[O-].[Ga+3].[In+3].P(=O)([O-])([O-])[O-]